3-oxaspiro[5.5]undecan-9-ol C1COCCC12CCC(CC2)O